(7-Bromo-2,3-dihydrobenzofuran-2-yl)methanol BrC1=CC=CC=2CC(OC21)CO